racemic-citronellyl bromide C(C[C@H](C)CCC=C(C)C)Br |r|